(S)-1-(2-(4-hydroxyphenyl)-2-oxoacetyl)-N-(3-phenylpropyl)piperidine-2-carboxamide OC1=CC=C(C=C1)C(C(=O)N1[C@@H](CCCC1)C(=O)NCCCC1=CC=CC=C1)=O